C(C\C=C/CCCCCC)[Mg]Br (3Z)-3-decenyl-magnesium bromide